(1aRS,7bSR)-5-(2-{[((R)-1-ethylpyrrolidine-2-yl)carbonyl-amino]methyl}-4-fluorobenzenesulfonylamino)-1,1a,2,7b-tetrahydrocyclopropa[c]chromene-4-carboxylic acid C(C)N1[C@H](CCC1)C(=O)NCC1=C(C=CC(=C1)F)S(=O)(=O)NC1=CC=C2[C@@H]3[C@H](COC2=C1C(=O)O)C3 |&1:26,27|